SCCSC(CSSCC(CS)SCCS)CS bis(2-(2-mercaptoethylthio)-3-mercaptopropyl) disulfide